8-n-butylquinoxaline-5-carboxylic acid C(CCC)C1=CC=C(C=2N=CC=NC12)C(=O)O